N1=C(C=CC=C1)[C@H](C)NC(=O)[C@H]1CN(CC[C@@H]1NC(=O)C1=NOC(=C1)C1=C(C=C(C=C1)F)F)C1CCCCC1 (3S,4S)-1-Cyclohexyl-4-{[5-(2,4-difluoro-phenyl)-isoxazole-3-carbonyl]-amino}-piperidine-3-carboxylic acid ((S)-1-pyridin-2-yl-ethyl)-amide